(R)-5-((1-aminobutane-2-yl)oxy)-1H-indazole-6-carboxylic acid ethyl ester dihydrochloride Cl.Cl.C(C)OC(=O)C1=C(C=C2C=NNC2=C1)O[C@@H](CN)CC